FC1=C(C(=CC(=C1)OCCN1CC(C1)CF)F)[C@H]1N([C@@H](CC2=C1NC1=CC=CC=C21)C)CC2(COC2)F (1R,3R)-1-[2,6-difluoro-4-[2-[3-(fluoromethyl)azetidin-1-yl]ethoxy]phenyl]-2-[(3-fluorooxetan-3-yl)methyl]-3-methyl-1,3,4,9-tetrahydropyrido[3,4-b]indole